BrC1=C(C=C(C#N)C=C1OCOCC[Si](C)(C)C)C 4-Bromo-3-methyl-5-(2-trimethylsilylethoxymethoxy)benzonitrile